IC=1C=C(C=CC1)C=1C=CC=2N=CN=CC2N1 6-(3-iodophenyl)pyrido[3,2-d]pyrimidine